[Si](C)(C)(C(C)(C)C)C#CC1=CC(=C(C=N1)C1=C(C2=C(N=CN=C2C)N1C)I)C 6-(6-((tert-butyldimethylsilyl)ethynyl)-4-methylpyridin-3-yl)-5-iodo-4,7-dimethyl-7H-pyrrolo[2,3-d]pyrimidine